methyl 2-(2-methoxyethyl)-5-({[6-(trifluoromethyl) pyridin-2-yl] carbonyl} amino)-2H-indazole-6-carboxylate COCCN1N=C2C=C(C(=CC2=C1)NC(=O)C1=NC(=CC=C1)C(F)(F)F)C(=O)OC